4'-((2-(2-hydroxypropan-2-yl)-1H-imidazol-1-yl)methyl)-5-isobutyl-biphenyl OC(C)(C)C=1N(C=CN1)CC1=CC=C(C=C1)C1=CC=CC(=C1)CC(C)C